(R,Z)-N-[(4-fluoronorbornan-1-yl)methylene]-2-methyl-propane-2-sulfinamide FC12CCC(CC1)(C2)\C=N/[S@](=O)C(C)(C)C